CC1=C(C=C(C=C1)C)CC(=O)Cl 2,5-dimethylphenylacetyl chloride